C(C)(C)N1C(=NC2=NC=C(C=C21)C2=CNC=1N=C(N=CC12)NC1=CC(=CC=C1)N1CCN(CC1)C)C 5-(1-isopropyl-2-methyl-1H-imidazo[4,5-b]pyridin-6-yl)-N-(3-(4-methylpiperazin-1-yl)phenyl)-7H-pyrrolo[2,3-d]pyrimidin-2-amine